C(C)C1=NN=C2N1C1=C(C(=C(C=C1NC2(C)C)F)C=2C=CC=C1C(=CNC21)C#N)F 7-(1-ethyl-7,9-difluoro-4,4-dimethyl-4,5-dihydro-[1,2,4]triazolo[4,3-a]quinoxalin-8-yl)-1H-indole-3-carbonitrile